C1(=CC=CC=C1)OC(C(=O)OC1=CC=CC=C1)=O.CCO[Si](OCC)(OC)OC methyltrimethoxy(ethoxy)silane Diphenyl-oxalate